N-{[3-(1-cyclopropylethoxy)pyridin-2-yl]methyl}-5-{2-acetamidoimidazo[1,2-b]pyridazin-6-yl}-2-methoxypyridine-3-carboxamide C1(CC1)C(C)OC=1C(=NC=CC1)CNC(=O)C=1C(=NC=C(C1)C=1C=CC=2N(N1)C=C(N2)NC(C)=O)OC